6-chloro-3-((1-(2-(difluoromethyl)-9-methyl-5-morpholinoimidazo[1,2-c]quinazolin-7-yl)ethyl)amino)picolinic acid ClC1=CC=C(C(=N1)C(=O)O)NC(C)C1=CC(=CC=2C=3N(C(=NC12)N1CCOCC1)C=C(N3)C(F)F)C